(S)-tert-butyl-3-(2-((6-cyanoimidazo[1,2-a]pyridin-2-yl)amino)isonicotinamido)pyrrolidine C(C)(C)(C)N1C[C@H](CC1)NC(C1=CC(=NC=C1)NC=1N=C2N(C=C(C=C2)C#N)C1)=O